The molecule is a hydrazone obtained by formal condensation of the two carbonyl groups of methylglyoxal with the primary amino groups of two molecules of aminoguanidine. It has a role as an antineoplastic agent, an apoptosis inducer and an EC 4.1.1.50 (adenosylmethionine decarboxylase) inhibitor. It is a hydrazone and a member of guanidines. It derives from a methylglyoxal and an aminoguanidine. It is a conjugate base of a mitoguazone(2+). C/C(=N\\N=C(N)N)/C=N/N=C(N)N